3,4-dihydro-2H-pyrrol-2-carboxylate N=1C(CCC1)C(=O)[O-]